methyl 2-(5'-fluoro-1',3'-dioxo-6'-(trifluoromethyl)-1'H-spiro[cyclopropane-1,4'-isoquinolin]-2'(3'H)-yl)acetate FC1=C2C3(C(N(C(C2=CC=C1C(F)(F)F)=O)CC(=O)OC)=O)CC3